3-(1-Methyl-7-(4-(4-(4,4,5,5-tetramethyl-1,3,2-dioxaborolan-2-yl)phenyl)piperidin-1-yl)-1H-indazol-3-yl)piperidine-2,6-dione CN1N=C(C2=CC=CC(=C12)N1CCC(CC1)C1=CC=C(C=C1)B1OC(C(O1)(C)C)(C)C)C1C(NC(CC1)=O)=O